C1(CCCC1)C1=C(C(=NC(=N1)C=1C=NC=NC1)N)N Cyclopentyl-2-pyrimidin-5-ylpyrimidine-4,5-diamine